FC1=C2CNCC2=CC(=C1)C 4-fluoro-6-methylisoindoline